N1C=C(C2=CC=CC=C12)C1=CC(=NC=N1)NC=1C=C(C=CC1)NC(CCOCCOCCOCCNC(COC1=C2C(N(C(C2=CC=C1)=O)C1C(NC(CC1)=O)=O)=O)=O)=O N-(3-((6-(1H-indol-3-yl)pyrimidin-4-yl)amino)phenyl)-3-(2-(2-(2-(2-((2-(2,6-dioxopiperidin-3-yl)-1,3-dioxoisoindolin-4-yl)oxy)acetamido)ethoxy)ethoxy)ethoxy)propanamide